4-(5-(2-chloropyridin-3-yl)oxazol-2-yl)-1,1,1-trifluorobutan-2-one ClC1=NC=CC=C1C1=CN=C(O1)CCC(C(F)(F)F)=O